5-bromo-1-(cyclopropylmethyl)-1H-indole-2-carbaldehyde BrC=1C=C2C=C(N(C2=CC1)CC1CC1)C=O